ethyl 3-((4-(thieno[3,2-d]pyrimidin-4-yloxy)piperidin-1-yl)sulfonyl)propanoate N1=CN=C(C2=C1C=CS2)OC2CCN(CC2)S(=O)(=O)CCC(=O)OCC